BrC=1C=C(C=C2CCN(CC12)C(=O)OC(C)(C)C)CO tert-butyl 8-bromo-6-(hydroxymethyl)-3,4-dihydroisoquinoline-2(1H)-carboxylate